FC=1C=C2C(C(=CN(C2=NC1N1CC(C1)C(NC1=NC=C(C=C1)OC)=O)C1=NC=NS1)C(=O)O)=O 6-fluoro-7-{3-[(5-methoxypyridin-2-yl)carbamoyl]azetidin-1-yl}-4-oxo-1-(1,2,4-thiadiazol-5-yl)-1,4-dihydro-1,8-naphthyridine-3-carboxylic acid